octafluoro-2-pentene FC(C(C=CC(F)(F)F)(F)F)(F)F